1-(tert-butyl) 4-ethyl 4-(hydroxy(1-tosyl-1H-pyrrol-2-yl)methyl)piperidine-1,4-dicarboxylate OC(C1(CCN(CC1)C(=O)OC(C)(C)C)C(=O)OCC)C=1N(C=CC1)S(=O)(=O)C1=CC=C(C)C=C1